{4-[5-(2-Prop-2-ynyloxy-ethoxy)-benzimidazol-1-yl]-phenyl}-carbamic acid phenyl ester C1(=CC=CC=C1)OC(NC1=CC=C(C=C1)N1C=NC2=C1C=CC(=C2)OCCOCC#C)=O